FC=1C=C2C=C(N(C2=CC1)S(=O)(=O)C1=CC=CC=C1)C=O 5-fluoro-1-(benzenesulfonyl)-1H-indole-2-carbaldehyde